C(C)N([C@@H]1[C@H](CCCC1)NC=1C=CC=C2C=CC(=NC12)C)CC1=NC(=CC=C1)C (1S,2S)-N1-ethyl-N1-((6-methylpyridin-2-yl)methyl)-N2-(2-methylquinolin-8-yl)cyclohexane-1,2-diamine